(3S,8R,9aS)-8-(2,3-dichloro-6-hydroxyphenyl)-3-(hydroxymethyl)hexahydro-4H-pyrido[1,2-a]pyrazine-1,4(6H)-dione ClC1=C(C(=CC=C1Cl)O)[C@H]1C[C@@H]2N(C([C@@H](NC2=O)CO)=O)CC1